C(C)O[Si](CCCC(CCN)(N)C)(OCC)OCC (3-triethoxysilylpropyl)-methyl-1,3-propanediamine